O=S1(C2CC(CC1CC2)NC(C(=O)C2=C(C(=C(N2C)C)C(=O)NC2=CC(=C(C=C2)F)C)C)=O)=O 5-(2-((8,8-dioxido-8-thiabicyclo[3.2.1]octan-3-yl)amino)-2-oxoacetyl)-N-(4-fluoro-3-methylphenyl)-1,2,4-trimethyl-1H-pyrrole-3-carboxamide